C(C#CC#CC)C1=CC=CC=C1 hexa-2,4-diynylbenzene